C(C)O/C=C/C1=CC=C(C=C1)[C@@H](C)[C@]1(C(N(C(C1)=O)C(C1=CC=CC=C1)(C1=CC=CC=C1)C1=CC=CC=C1)=O)C (3S)-3-[(1R)-1-[4-[(E)-2-ethoxyvinyl]phenyl]ethyl]-3-methyl-1-trityl-pyrrolidine-2,5-dione